OC1=C(C=CC=C1)C(C(C)C)=O hydroxyisobutyrylbenzene